N1=CC=C2C1=CC=1C=CC=NC1N2 Azolonaphthyridin